2-[4-isopropyl-2-(isopropylamino)-7-oxo-thieno[2,3-d]pyridazin-6-yl]acetic acid C(C)(C)C=1C2=C(C(N(N1)CC(=O)O)=O)SC(=C2)NC(C)C